C(#N)C=1C=C(C(=O)O)C=C(C1OC)SC 3-cyano-4-methoxy-5-(methylthio)benzoic acid